8-(methoxymethoxy)-10-(4,4,5,5-tetramethyl-1,3,2-dioxaborolan-2-yl)pyrrolo[2,1-a]isoquinoline COCOC=1C=C2C=CN3C(C2=C(C1)B1OC(C(O1)(C)C)(C)C)=CC=C3